FC(OC1=CC=C(C=N1)C(C)=O)F 1-(6-(difluoromethoxy)pyridin-3-yl)ethan-1-one